Thiophene-2-carboxylate copper [Cu+2].S1C(=CC=C1)C(=O)[O-].S1C(=CC=C1)C(=O)[O-]